CC1CN(CCC1C=1C=2N(C=C(N1)C=1C=NN(C1)C)N=CC2)C(C=C)=O 1-[3-Methyl-4-[6-(1-methylpyrazol-4-yl)pyrazolo[1,5-a]pyrazin-4-yl]-1-piperidinyl]prop-2-en-1-one